Cl.N[C@@H]1CC[C@H](OC1)CN1CCC2(CN(C2)C2=NC=NC=C2OC2=C(C(=O)N(C(C)C)C(C)C)C=C(C=C2)F)CC1 ((4-(7-(((2S,5R)-5-aminotetrahydro-2H-pyran-2-yl)methyl)-2,7-diazaspiro[3.5]non-2-yl)pyrimidin-5-yl)oxy)-5-fluoro-N,N-diisopropylbenzamide hydrochloride